N-(cis-2-(((cis-4-isopropylcyclohexyl)oxy)methyl)-1-((1-(methylsulfonyl)azetidin-3-yl)carbonyl)piperidin-3-yl)methanesulfonamide C(C)(C)[C@H]1CC[C@H](CC1)OC[C@@H]1N(CCC[C@@H]1NS(=O)(=O)C)C(=O)C1CN(C1)S(=O)(=O)C